BrC=1C(=C2C=3C(=NC=NC3C1)N(CCO2)CC=2C=NC=CC2)Cl 9-bromo-8-chloro-4-(pyridin-3-ylmethyl)-5,6-dihydro-4H-[1,4]oxazepino[5,6,7-de]quinazoline